thia[2,7,16]triazacyclohexadecin S1NC=CC=CN=CC=CC=CC=CC=N1